5-(3-methoxyphenyl)-2-methylpentane-2,4-dienoic acid ethyl ester C(C)OC(C(=CC=CC1=CC(=CC=C1)OC)C)=O